5-difluoromethyl-cytosine FC(C=1C(=NC(NC1)=O)N)F